(5-(3-chloro-4-cyclopropylphenyl)-2,3-dihydro-1H-inden-1-yl)azetidine-3-carboxylic acid ClC=1C=C(C=CC1C1CC1)C=1C=C2CCC(C2=CC1)N1CC(C1)C(=O)O